4-{4-[(2-fluorobenzyl)oxy]piperidin-1-yl}-1-methyl-2-oxo-1,2-dihydroquinoline-3-carbonitrile FC1=C(COC2CCN(CC2)C2=C(C(N(C3=CC=CC=C23)C)=O)C#N)C=CC=C1